[3-(4-Methoxyphenyl)-4,5-dihydro-1,2-oxazol-5-yl]methanol COC1=CC=C(C=C1)C1=NOC(C1)CO